BrC1=C2C=3C(=C(C=NC3C=C1OC)C(=O)O)NC1=C(O2)C=CC=C1 6-bromo-5-methoxy-12H-benzo[2,3][1,4]oxazepino[5,6,7-de]quinoline-1-carboxylic acid